t-butyl benzoate aluminum [Al].C(C1=CC=CC=C1)(=O)OC(C)(C)C